C(CCCCCCCCCCCC=CCCCCCCCC)(=O)OCCCCCCCCCCCCCCCCCCCCCCCCCCCCCCCCCC(C)C 34-methylpentatriacontyl docos-13-enoate